OC1=CC=C2C=NN(C2=C1C#N)CC1=CC=C(C=C1)OC 6-hydroxy-1-[(4-methoxyphenyl)methyl]-1H-indazole-7-carbonitrile